3-(((octahydroindolizin-7-yl)oxy)methyl)bicyclo[1.1.1]pentan C1CCN2CCC(CC12)OCC12CC(C1)C2